trans-2-methyl-4-propyl-1,3-oxathiane C[C@@H]1OCC[C@H](S1)CCC